methyl-dipropyl-methoxysilane C[Si](OC)(CCC)CCC